C(CCCCC(=O)N(C([O-])=O)CCCC)(=O)N(C([O-])=O)CCCC adipoyl-bis(butyl carbamate)